N1C=C(C2=CC=CC=C12)C1SC=2C(C1=O)C(C=CC2)CC2=CSC=C2 (1H-indol-3-yl)-3-oxo-4-(thiophen-3-ylmethyl)-3,4-dihydro-2H-benzothiophene